(3-bromo-4-cyano-phenyl)-N-ethyl-carbamic acid tert-butyl ester C(C)(C)(C)OC(N(CC)C1=CC(=C(C=C1)C#N)Br)=O